{[(Dimethylamino)carbothioyl]sulfanyl}butanoic Acid CN(C(=S)SC(C(=O)O)CC)C